(2S,4R)-1-((S)-23-Amino-2-(tert-butyl)-4-oxo-6,9,12,15,18,21-hexaoxa-3-azatricosanoyl)-4-hydroxy-N-(4-(4-methylthiazol-5-yl)benzyl)pyrrolidine-2-carboxamide hydrochloride Cl.NCCOCCOCCOCCOCCOCCOCC(N[C@H](C(=O)N1[C@@H](C[C@H](C1)O)C(=O)NCC1=CC=C(C=C1)C1=C(N=CS1)C)C(C)(C)C)=O